C1=CC2=C1C=CC(=C2)N2C(C=CC2=O)=O N-(benzocyclobutene-4-yl)maleimide